CN(CC(=O)N1CCN(CC1)C(C1=C(C=C(C=C1)NC=1C=2N(C=CN1)C(=CN2)C2=CC(=C(C=C2)OC)F)C)=O)C 2-(Dimethylamino)-1-(4-(4-((3-(3-fluoro-4-methoxyphenyl)imidazo[1,2-a]pyrazin-8-yl)amino)-2-methylbenzoyl)piperazin-1-yl)ethanone